1-(1H-benzo[d]imidazol-6-yl)-2-methylpropan-2-amine N1C=NC2=C1C=C(C=C2)CC(C)(N)C